2-(bromomethyl)-3-fluoro-pyridine BrCC1=NC=CC=C1F